methyl 6-amino-4-ethoxynicotinate NC1=NC=C(C(=O)OC)C(=C1)OCC